C1(CC1)C(=O)C=1C=NC2=CC=C(N=C2C1NN[C@@H]1CC[C@H](CC1)CN(C)C)C1=CC(=C(C(=C1)Cl)O)Cl Cyclopropyl-(6-(3,5-dichloro-4-hydroxyphenyl)-4-(trans-4-((dimethylamino)methyl)-cyclohexylaminoamino)-1,5-naphthyridin-3-yl)methanone